C(C)(C)(C)OC(=O)NNC1CCC(CC1)(F)F N'-(4,4-difluoro-cyclohexyl)-hydrazinecarboxylic acid tert-butyl ester